(methyl)(methyl)acrylamide CC=C(C(=O)N)C